NC1=NC=CC2=C1C(=NN2[C@H]2C[C@@H](N(C2)C(C=C)=O)COC)C#CC2=C(C1=C(N(C=N1)CC)C=C2F)F 1-[(2R,4S)-4-[4-amino-3-[2-(1-ethyl-4,6-difluoro-1,3-benzodiazol-5-yl)ethynyl]pyrazolo[4,3-c]pyridin-1-yl]-2-(methoxymethyl)pyrrolidin-1-yl]prop-2-en-1-one